FC=1C=CC(=C(C[C@@H]2N(CCCCC2)C2=NC(=CC(N2)=O)N2CCOCC2)C1)OC (R)-2-(2-(5-fluoro-2-methoxybenzyl)azepan-1-yl)-6-morpholinopyrimidin-4(3H)-one